(2S,4R)-N-((4-(N-acetoxycarbamimidoyl)thiophen-2-yl)methyl)-1-((4-phenoxybenzoyl)glycyl)-4-(4-(trifluoromethyl)benzyl)pyrrolidine-2-carboxamide C(C)(=O)ONC(=N)C=1C=C(SC1)CNC(=O)[C@H]1N(C[C@@H](C1)CC1=CC=C(C=C1)C(F)(F)F)C(CNC(C1=CC=C(C=C1)OC1=CC=CC=C1)=O)=O